(1-cyanoethyl)-5-nitrobenzonitrile C(#N)C(C)C1=C(C#N)C=C(C=C1)[N+](=O)[O-]